OC1(COC1)C1=CC=C(NC2=C3C(=NC(=C2)OC=2C(=CC(=NC2)C#N)C)N(C=N3)C)C=C1 5-[7-[4-(3-hydroxyoxetan-3-yl)anilino]-3-methylimidazo[4,5-b]pyridin-5-yl]oxy-4-methylpyridine-2-carbonitrile